O([C@@H]1[C@H](O)[C@@H](O)[C@@H](O)[C@H](O1)C=O)C1=CC=C(C=C1)[N+](=O)[O-] 4-nitrophenyl R-D-galacto-hexodialdo-1,5-pyranoside